BrC=1C=CC2=C(N(C(O2)=O)COCC[Si](C)(C)C)C1Cl 5-bromo-4-chloro-3-{[2-(trimethylsilyl)ethoxy]methyl}-2,3-dihydro-1,3-benzoxazol-2-one